N1=C(C=CC=C1)OC=1C=CC=[NH+]C1 5-(2-pyridyloxy)pyridin-1-ium